C1(CC1)CN[C@H]1CN(CC1)C=1C=C2N=CC(=NC2=CC1)C1=CC2=CN(N=C2C(=C1O)F)C 5-{6-[(3R)-3-[(cyclopropylmethyl)amino]pyrrolidin-1-yl]quinoxalin-2-yl}-7-fluoro-2-methylindazol-6-ol